2-(3-acetyl-5-(3-methyl-3-(1-methylpiperidin-4-yl)ureido)-1H-indazol-1-yl)-N-(2-((3-chloro-2-fluorobenzyl)amino)-2-oxoethyl)-N-isopropylacetamide C(C)(=O)C1=NN(C2=CC=C(C=C12)NC(=O)N(C1CCN(CC1)C)C)CC(=O)N(C(C)C)CC(=O)NCC1=C(C(=CC=C1)Cl)F